2-{3-[3-(2-hydroxypropan-2-yl)piperazin-1-yl]-1,2,4-triazin-6-yl}-5-(2H-1,2,3-triazol-2-yl)phenol dihydrochloride Cl.Cl.OC(C)(C)C1CN(CCN1)C=1N=NC(=CN1)C1=C(C=C(C=C1)N1N=CC=N1)O